2-[(2S,5R)-4-[3-(dimethylamino)-2,2-dimethyl-propanoyl]-5-methyl-2-phenyl-piperazin-1-yl]-2-oxo-acetamide CN(CC(C(=O)N1C[C@@H](N(C[C@H]1C)C(C(=O)N)=O)C1=CC=CC=C1)(C)C)C